terbium (iii) nitrate [N+](=O)([O-])[O-].[Tb+3].[N+](=O)([O-])[O-].[N+](=O)([O-])[O-]